4-amino-N'-(3-fluoroazetidine-1-carbonyl)-N',1-dimethyl-N-((5-(trifluoromethyl)pyridin-2-yl)methyl)-1H-pyrazolo[4,3-c]quinoline-8-carbohydrazide NC1=NC=2C=CC(=CC2C2=C1C=NN2C)C(=O)N(N(C)C(=O)N2CC(C2)F)CC2=NC=C(C=C2)C(F)(F)F